C(C(=C)CC(=O)OC(CCCCCCCCCCCCCCC)=O)(=O)OC(CCCCCCCCCCCCCCC)=O dipalmitoyl itaconate